COC([C@H](COC1=C(C=CC(=C1)C(F)(F)F)C1OC2=C(C=CC=C2C(C1)=O)Cl)N)=O (2S)-2-amino-3-[2-(8-chloro-4-oxo-chroman-2-yl)-5-(trifluoromethyl)phenoxy]propionic acid methyl ester